1-[6-[5-[(1R)-1-(3,5-dichloro-4-pyridinyl)ethoxy]-1-tetrahydropyran-2-yl-indazol-3-yl]pyridazin-3-yl]-3-ethyl-azetidin-3-amine ClC=1C=NC=C(C1[C@@H](C)OC=1C=C2C(=NN(C2=CC1)C1OCCCC1)C1=CC=C(N=N1)N1CC(C1)(N)CC)Cl